N1C[C@@H](CCC1)NC1=NN=C(C2=CC=CC=C12)C1=C(C=C(C=C1)C(F)(F)F)O 2-[4-[[(3R)-3-piperidyl]amino]phthalazin-1-yl]-5-(trifluoromethyl)phenol